2-((2-(3-(difluoromethyl)phenyl)-1H-indol-5-yl)thio)acetic acid FC(C=1C=C(C=CC1)C=1NC2=CC=C(C=C2C1)SCC(=O)O)F